C(C)(C)(C)P(C(C)(C)C)CC1=C(C=CC2=CC=CC=C12)CP(C(C)(C)C)C(C)(C)C 1,2-Bis(di-tert-butylphosphinomethyl)naphthaline